(1S,3S)-3-acetamido-N-((S)-(2,3-dichloro-6-fluorophenyl)(1-methylcyclopentyl)methyl)-1-methylcyclopentane-1-carboxamide C(C)(=O)N[C@@H]1C[C@](CC1)(C(=O)N[C@@H](C1(CCCC1)C)C1=C(C(=CC=C1F)Cl)Cl)C